C(C)(C)(C)OC(=O)N(CCOC1=C(C=CC=C1)C=1C(=C(C=CC1)CC1N(CC(C1NS(=O)(=O)CF)C)C(=O)OCC1=CC=CC=C1)F)C benzyl 2-[[3-[2-[2-[tert-butoxycarbonyl (methyl) amino] ethoxy] phenyl]-2-fluoro-phenyl] methyl]-3-(fluoromethylsulfonylamino)-4-methyl-pyrrolidine-1-carboxylate